N-(5-bromo-2-(2-(cyclopropylamino)ethoxy)pyridin-3-yl)methanesulfonamide BrC=1C=C(C(=NC1)OCCNC1CC1)NS(=O)(=O)C